C(CCC(C)C)[NH3+] isohexylammonium